C(CS)(=O)OCCCO 1,3-propanediol monothioglycolate